COC([C@H](CC(C)C)N1N=C(C=C(C1=O)C1CC1)CCN1CC(C1)F)=O (S)-2-(5-cyclopropyl-3-(2-(3-fluoroazetidin-1-yl)ethyl)-6-oxopyridazine-1(6H)-yl)-4-methylpentanoic acid methyl ester